C(C1=CC=CC=C1)N(CCN(C(OC(C)(C)C)=O)C)CCN(C(OC(C)(C)C)=O)C di-tert-butyl ((benzylazanediyl)bis(ethane-2,1-diyl))bis(methylcarbamate)